1-{9-methyl-5-phenyl-[1,2,4]triazolo[4,3-c]quinazolin-7-yl}ethan-1-one CC1=CC=2C=3N(C(=NC2C(=C1)C(C)=O)C1=CC=CC=C1)C=NN3